OC1C(C(OC1C1=C(C=CC=C1)C=1C=NN(C1)C)=O)=C 4-hydroxy-5-(2-(1-methyl-1H-pyrazol-4-yl)phenyl)-3-methylenedihydrofuran-2(3H)-one